C(C)(C)(C)S(=O)(=O)N1CC(CC1(C)C)=O 1-(tert-butylsulfonyl)-5,5-dimethylpyrrolidin-3-one